(R)-1-(5-methyl-1,2,4-oxadiazol-3-yl)ethan-1-aminium hydrochloride Cl.CC1=NC(=NO1)[C@@H](C)[NH3+]